2-[3-(4-fluorophenyl)-1,2,4-oxadiazol-5-yl]-2-methylpropanamide FC1=CC=C(C=C1)C1=NOC(=N1)C(C(=O)N)(C)C